6,7,8,9-tetrahydro-2H-2,3,5,6-tetraazabenzo[cd]Azulene C=1NC2=C3C(NCCCC13)=NC=N2